C(C=1N=C(NC1C)CC)C=1N=C(NC1C)CC 4,4'-methylenebis(2-ethyl-5-methylimidazole)